(2-chloro-4-fluoro-phenyl)-[(3R)-3-methylpiperazin-1-yl]methanone ClC1=C(C=CC(=C1)F)C(=O)N1C[C@H](NCC1)C